OC1=C(C(=CC(=C1C(=O)N1CC(CC1)=O)CCCCC)O)C1=CC(=CC=C1)C 1-(2,6-dihydroxy-3'-methyl-4-pentyl-[1,1'-biphenyl]-3-carbonyl)pyrrolidin-3-one